2-(Benzylsulfonyl)-1-((tetrahydrofuran-2-yl)methyl)-1H-benzo[d]imidazole-6-carboxylic acid methyl ester COC(=O)C=1C=CC2=C(N(C(=N2)S(=O)(=O)CC2=CC=CC=C2)CC2OCCC2)C1